N'-propan-2-ylurea CC(C)NC(N)=O